N1N=NC2=C1C=CC(=N2)CN(C(=O)N(C)C)C azabenzotriazolyl-tetramethylurea